FC(C=1C(NC=2C=C(C=NC2C1C)CN1C[C@H](N(CC1)C=1C=CC(=NC1)C(=O)NC)C)=O)F (R)-5-(4-((7-(difluoromethyl)-8-methyl-6-oxo-5,6-dihydro-1,5-naphthyridin-3-yl)methyl)-2-methylpiperazin-1-yl)-N-methylpyridineamide